O1CCN(CC1)CCCOC1=C(C=C2C(=NC=NC2=C1)NC=1C=C(C=CC1F)C1=C(C=C(C=C1)F)F)NC(C=C)=O N-(7-(3-morpholinopropoxy)-4-((2',4,4'-trifluoro-[1,1'-biphenyl]-3-yl)amino)quinazolin-6-yl)acrylamide